FC(C(=O)O)(F)F.CN1C2=NC(=NC(=C2N=C1)N1CCC(CC1)OC(F)(F)F)CN (9-methyl-6-(4-(trifluoromethoxy)piperidin-1-yl)-9H-purin-2-yl)methanamine 2,2,2-trifluoroacetate